COC1=CC=C(C=C1)SCC=1N=NN(C1)CCN1CCCCC1 4-[(4-methoxyphenyl)thiomethyl]-1-[2-(piperidin-1-yl)ethyl]-1H-1,2,3-triazole